5-nitro-4-oxo-1-[4-(trifluoromethoxy)phenyl]cinnoline-3-carboxylic acid [N+](=O)([O-])C1=C2C(C(=NN(C2=CC=C1)C1=CC=C(C=C1)OC(F)(F)F)C(=O)O)=O